FC=1C=2N(C=C(C1)NC(=O)C=1C=3N=CC=NC3C(=CC1)N(C1CNCCC1)C)C=C(N2)C N-(8-fluoro-2-methyl-imidazo[1,2-a]pyridin-6-yl)-8-[methyl(3-piperidyl)amino]quinoxaline-5-carboxamide